tertbutyl (3S)-3-({4-[(3-methyl-4-{[1,2,4]triazolo[1,5-a]pyridin-7-yloxy}phenyl)amino]pyrido[3,2-d]pyrimidin-6-yl}amino)pyrrolidine-1-carboxylate CC=1C=C(C=CC1OC1=CC=2N(C=C1)N=CN2)NC=2C1=C(N=CN2)C=CC(=N1)N[C@@H]1CN(CC1)C(=O)OC(C)(C)C